CC1=NC=CC(=C1C=1C(N(C2=CC(=NC=C2C1)NC(=O)C1CC1)C)=O)C N-[3-(2,4-dimethylpyridin-3-yl)-1-methyl-2-oxo-1,6-naphthyridin-7-yl]cyclopropanecarboxamide